5-[5-bromo-2-(difluoromethoxy)phenyl]-4-nitro-1-[[2-(trimethylsilyl)ethoxy]methyl]-1H-pyrazole BrC=1C=CC(=C(C1)C1=C(C=NN1COCC[Si](C)(C)C)[N+](=O)[O-])OC(F)F